N-(2-dimethylaminoethyl)acrylamide CN(CCNC(C=C)=O)C